BrC=1C=C2C(=CN(C2=CC1)C(CCP(O)(O)=O)=O)/C(=C/C1=C(C=CC(=C1)C#N)OC)/C#N (Z)-3-(5-bromo-3-(1-cyano-2-(5-cyano-2-methoxyphenyl)vinyl)-1H-indol-1-yl)-3-oxopropyl-phosphonic acid